N-(2-methyl-5-(4-(4-((6-(trifluoromethyl)pyridazin-3-yl)oxy)phenyl)piperidine-1-carbonyl)pyridin-3-yl)-1-phenylmethanesulfonamide CC1=NC=C(C=C1NS(=O)(=O)CC1=CC=CC=C1)C(=O)N1CCC(CC1)C1=CC=C(C=C1)OC=1N=NC(=CC1)C(F)(F)F